(1r,4r)-4-(3,3-difluoro-azetidin-1-yl)cyclohexan-1-amine FC1(CN(C1)C1CCC(CC1)N)F